benzoimidazole-5-carboxylic acid ((S)-1-dimethylcarbamoyl-ethyl)-amide CN(C(=O)[C@H](C)NC(=O)C1=CC2=C(N=CN2)C=C1)C